9H-fluoren-9-ylmethyl 4-{5-[{[tert-butyl(dimethyl)silyl]oxy}(phenyl)methyl]-1,3-oxazol-2-yl}piperazine-1-carboxylate [Si](C)(C)(C(C)(C)C)OC(C1=CN=C(O1)N1CCN(CC1)C(=O)OCC1C2=CC=CC=C2C=2C=CC=CC12)C1=CC=CC=C1